(S)-4-bromo-N-(2-hydroxypropyl)-N,2-dimethylbenzamide BrC1=CC(=C(C(=O)N(C)C[C@H](C)O)C=C1)C